Tetrahydro-2H-pyran-4-yl (trans-4-((3-(1-isopropyl-1H-pyrazol-4-yl)phenyl)((trans-4-(4-methoxy-3-methylphenyl)cyclohexyl)methyl)carbamoyl) cyclohexyl)carbamate C(C)(C)N1N=CC(=C1)C=1C=C(C=CC1)N(C(=O)[C@@H]1CC[C@H](CC1)NC(OC1CCOCC1)=O)C[C@@H]1CC[C@H](CC1)C1=CC(=C(C=C1)OC)C